OCCN(CCCCCCCC(=O)OC(CCCCCCCF)CCCCCCCC)CCCCCC(=O)OC(CCCCCC(C)C)CCCCCCCC 1-fluorohexadecan-8-yl 8-((2-hydroxyethyl)(6-((2-methylhexadecan-8-yl)oxy)-6-oxohexyl)amino)octanoate